4-(((3S,8S,9S,10R,13R,14S,17R)-10,13-dimethyl-17-((R)-6-methylheptan-2-yl)-2,3,4,7,8,9,10,11,12,13,14,15,16,17-tetradecahydro-1H-cyclopenta[a]phenanthren-3-yl)oxy)-4-oxobutanoic acid C[C@]12[C@H]3CC[C@@]4([C@H](CC[C@H]4[C@@H]3CC=C2C[C@H](CC1)OC(CCC(=O)O)=O)[C@H](C)CCCC(C)C)C